2-Amino-N-[1-(8-chloro-5-cyclohexylimidazo[1,5-a]pyridin-6-yl)ethyl]pyrazolo[1,5-a]pyrimidine-3-carboxamide trifluoroacetate salt FC(C(=O)O)(F)F.NC1=NN2C(N=CC=C2)=C1C(=O)NC(C)C=1C=C(C=2N(C1C1CCCCC1)C=NC2)Cl